NC1=NC=C2C(=N1)N(C(N(C2)C2=C(C=CC=C2C)F)=O)[C@H]2CCNCCC2 7-amino-1-[(4R)-azepan-4-yl]-3-(2-fluoro-6-methyl-phenyl)-4H-pyrimido[4,5-d]pyrimidin-2-one